C(C=C)(=O)N1C[C@@H](N(CC1)C=1C2=C(N(C(N1)=O)C=1C(=NC=CC1C)C(C)C)N=C(C(=C2)C2CC2)C2=C(C(=CC=C2)OC)OC)C (S)-4-(4-Acryloyl-2-methylpiperazin-1-yl)-6-cyclopropyl-7-(2,3-dimethoxyphenyl)-1-(2-Isopropyl-4-methylpyridin-3-yl)pyrido[2,3-d]pyrimidin-2(1H)-one